(3s,4s)-4-(2-(4,7-difluoro-3,3-dimethyl-2-oxo-5-(trifluoromethyl)indol-1-yl)acetamido)-3-methylpentanoic acid FC1=C2C(C(N(C2=C(C=C1C(F)(F)F)F)CC(=O)N[C@H]([C@H](CC(=O)O)C)C)=O)(C)C